(S)-2-(3,5-dichloro-4-(8-chloro-2-methyl-5-(3-(methylamino)-3-oxo-2-(phosphonooxy)propoxy)-4-oxo-1,6-naphthyridin-1(4H)-yl)phenoxy)ethyl 2,2,2-trifluoroacetate FC(C(=O)OCCOC1=CC(=C(C(=C1)Cl)N1C(=CC(C2=C(N=CC(=C12)Cl)OC[C@@H](C(=O)NC)OP(=O)(O)O)=O)C)Cl)(F)F